(9-ethyl-6-nitrocarbazol-3-yl)-[2-methyl-4-(3-methoxypropan-2-yloxy) phenyl]-methyleneamino acetate C(C)(=O)ON=C(C1=C(C=C(C=C1)OC(C)COC)C)C=1C=CC=2N(C3=CC=C(C=C3C2C1)[N+](=O)[O-])CC